N1C=NC2=C1C=C(C=C2)C2=NC=C1NC(N(C1=N2)C2=C(C=CC=C2)C(C)C)=O 2-(1H-Benzo[d]imidazol-6-yl)-9-(2-isopropylphenyl)-8-oxo-8,9-dihydro-7H-purine